1-methyl-N-(2-(2-(trifluoromethoxy)phenyl)-1H-pyrrolo[2,3-b]pyridin-6-yl)-1H-pyrazole-5-carboxamide CN1N=CC=C1C(=O)NC1=CC=C2C(=N1)NC(=C2)C2=C(C=CC=C2)OC(F)(F)F